FC(CN1N=CC=2C1=NC(=CN2)N2CCC1(CC(N(C1)C=1C(=NC(=CC1)C(F)(F)F)OC)=O)CC2)F 8-(1-(2,2-difluoroethyl)-1H-pyrazolo[3,4-b]pyrazin-6-yl)-2-(2-methoxy-6-(trifluoromethyl)pyridin-3-yl)-2,8-diazaspiro[4.5]decan-3-one